tert-butyl 2-((1H-pyrrolo[2,3-b]pyridin-5-yl)oxy)-4-(4,4,5,5-tetramethyl-1,3,2-dioxaborolan-2-yl)benzoate N1C=CC=2C1=NC=C(C2)OC2=C(C(=O)OC(C)(C)C)C=CC(=C2)B2OC(C(O2)(C)C)(C)C